4-(4-aminophenoxy)-3-isopropylaniline NC1=CC=C(OC2=C(C=C(N)C=C2)C(C)C)C=C1